16-Kaurene CC1(CCCC2(C1CCC34C2CCC(C3)C(=C)C4)C)C